tert-butyl 3-(4-((4-chloro-5-(trifluoromethyl)pyrimidin-2-yl)amino)-3-methyl-1H-pyrazol-1-yl)azetidine-1-carboxylate ClC1=NC(=NC=C1C(F)(F)F)NC=1C(=NN(C1)C1CN(C1)C(=O)OC(C)(C)C)C